tert-butyl (3R)-3-(3-(2,6-dioxopiperidin-3-yl)-1-methyl-1H-indazol-6-yl)piperidine-1-carboxylate O=C1NC(CCC1C1=NN(C2=CC(=CC=C12)[C@@H]1CN(CCC1)C(=O)OC(C)(C)C)C)=O